N[C@@H]1CC(N(C1)C1=CC=C(C=C1)S(=O)(=O)N1CCN(CC1)C1=NC(=CC(=C1)C(C1CCC(CC1)N1CC(C1)O)(F)F)Cl)=O (R)-4-amino-1-(4-((4-(6-chloro-4-(difluoro((1r,4r)-4-(3-hydroxyazetidin-1-yl)cyclohexyl)methyl)pyridin-2-yl)piperazin-1-yl)sulfonyl)phenyl)pyrrolidin-2-one